ClC1=C(C(=O)N(CC=2OC=CC2)CC2=C(C=CC(=C2)N(CCC)CC)NCC)C=CC=C1 2-chloro-N-(5-(ethyl-(propyl)amino)-2-(ethylamino)benzyl)-N-(furan-2-ylmethyl)benzoylAmine